O1C2=C(C(=C1)C=1C=C(OC1)C(C(=O)O)CC=O)SC=C2 (4-(thieno[3,2-b]furan-3-yl)furan-2-yl)-4-oxobutanoic acid